C(N)(=S)C1=CC=C(C=C1)OC(CC1=C(C=CC=C1)NC1=C(C=CC=C1Cl)Cl)=O [2-(2,6-dichloro-phenylamino)-phenyl]-acetic acid 4-thiocarbamoyl-phenyl ester